NCCCCOC1=CC=C(C=C1)C1C(N(C(CC1)=O)C)=O 3-(4-(4-aminobutoxy)phenyl)-1-methylpiperidine-2,6-dione